5-(5-cyano-6-((2-hydroxyethyl)amino)pyridin-3-yl)-2-fluoro-N-(isoxazol-3-yl)-4-methylbenzamide C(#N)C=1C=C(C=NC1NCCO)C=1C(=CC(=C(C(=O)NC2=NOC=C2)C1)F)C